CCCC(CCCCC)C1=CC(=CC=C1)C(CCC)CCCCC 1,3-bis(4-nonyl)benzene